(bicyclo[5.1.0]octan-4-yloxy)(tert-butyl)diphenylsilane C12CCC(CCC2C1)O[Si](C1=CC=CC=C1)(C1=CC=CC=C1)C(C)(C)C